C(=O)C1=CC=C(C=C1)N1NN(CC(=C1)C1=CC=C(C=C1)C=O)C1=CC=C(C=C1)C=O 1,3,5-tri-(4-formyl-phenyl)triazine